C1(CC1)N1N=CC(=C1)[C@@H]1O[C@@H](C[C@@H](C1)C1=NC2=NC(=C(N=C2C(=N1)C1=C(C=C(C(=C1)F)F)F)C)C)C 2-((2R,4S,6R)-2-(1-cyclopropyl-1H-pyrazol-4-yl)-6-methyltetrahydro-2H-pyran-4-yl)-6,7-dimethyl-4-(2,4,5-trifluorophenyl)pteridine